5-((1-(3-(Methyl(1-methylpiperidin-4-yl)amino)phenyl)-1H-imidazol-4-yl)amino)pyrazine-2-carbonitrile CN(C=1C=C(C=CC1)N1C=NC(=C1)NC=1N=CC(=NC1)C#N)C1CCN(CC1)C